C(C1=CC=CC=C1)OC(NC1CCC=2C=C(C=NC2C1)N)=O (3-Amino-5,6,7,8-tetrahydroquinolin-7-yl)carbamic acid benzyl ester